α-citronellol C=C(C)CCCC(C)CCO